2-[7-isopropyl-4-(1-methoxyethyl)-1-oxo-pyrrolo[1,2-d][1,2,4]triazin-2-yl]-N-pyrimidin-4-yl-acetamide C(C)(C)C=1C=C2N(C(=NN(C2=O)CC(=O)NC2=NC=NC=C2)C(C)OC)C1